N-(2-hydroxyethyl)-N-methylmethanesulfonamide OCCN(S(=O)(=O)C)C